7-bromoheptanoic acid-2-decyl ester CC(CCCCCCCC)OC(CCCCCCBr)=O